((2R,3R,4S,5R)-4-acetoxy-5-(2-amino-7-((1-cyanocyclopropyl)methyl)-8-oxo-7,8-dihydro-9H-purin-9-yl)-3-fluorotetrahydrofuran-2-yl)methylacetat C(C)(=O)O[C@@H]1[C@@H]([C@H](O[C@H]1N1C2=NC(=NC=C2N(C1=O)CC1(CC1)C#N)N)COC(C)=O)F